2,2-difluoroethyl (3S,4R)-4-hydroxy-3-[(5S)-5H-imidazo[1,5-b]isoindol-5-yl]-8-azaspiro[4.5]decane-8-carboxylate O[C@@H]1[C@@H](CCC12CCN(CC2)C(=O)OCC(F)F)[C@@H]2N1C(C=3C=CC=CC23)=CN=C1